tert-butyl (S)-(4-methyl-1-(5-(trimethylsilyl)isoxazol-3-yl)pentan-2-yl)carbamate CC(C[C@@H](CC1=NOC(=C1)[Si](C)(C)C)NC(OC(C)(C)C)=O)C